(3E)-4-Phenylpent-3-En-1-Yl 4-Methylbenzene-1-Sulfonate CC1=CC=C(C=C1)S(=O)(=O)OCC\C=C(/C)\C1=CC=CC=C1